ClCC(=O)[C@H]1N([C@@H]2C[C@@H]2C1)C(=O)OC(C)(C)C tert-Butyl (1R,3S,5R)-3-(2-chloroacetyl)-2-azabicyclo[3.1.0]hexane-2-carboxylate